O\N=C\C1=C(C=2N=C(NC(C2N1C)=O)C=1C=C(C=CC1OCCC)S(=O)(=O)N1CCN(CC1)CCO[N+](=O)[O-])CCC (E)-2-(4-((3-(6-((Hydroxyimino)methyl)-5-methyl-4-oxo-7-propyl-4,5-dihydro-3H-pyrrolo[3,2-d]pyrimidin-2-yl)-4-propoxyphenyl)sulfonyl)piperazin-1-yl)ethylnitrat